C(C)C1=NN(C(=C1C(=O)O)[C@H](C)OC)C1=CC(=CC=C1)C#N.N1(CN(CN(C1)O)O)O 1,3,5-s-triazinetriol ethyl-1-(3-cyanophenyl)-5-[(1S)-1-methoxyethyl]-1H-pyrazole-4-carboxylate